CCCCCCCCCCCCCCCCOC(=O)C The molecule is an acetate ester derived from hexadecan-1-ol (palmityl alcohol); used as an emollient, masking agent and skin conditioner; pheromone constituent present in various species of mouse, arachnid and insect. It has a role as a cosmetic, a pheromone and an epitope. It derives from a hexadecan-1-ol.